(3r,6s)-6-(5-(3-cis-(trifluoromethoxy)cyclobutyl)-1,3,4-oxadiazol-2-yl)tetrahydro-2H-pyran-3-amine FC(OC1(CCC1)C1=NN=C(O1)[C@@H]1CC[C@H](CO1)N)(F)F